C(C)C1=C(C=CC=C1C(F)(F)F)C=1CCCC2=C(C1C1=CC=C(C=C1)C=C1CN(C1)CCCF)C=CC(=C2)C(=O)O 8-(2-Ethyl-3-(trifluoromethyl)phenyl)-9-(4-((1-(3-fluoropropyl)azetidin-3-ylidene)methyl)phenyl)-6,7-dihydro-5H-benzo[7]annulene-3-carboxylic acid